4-(benzyloxy)-5-fluoro-2-(3-((tetrahydro-2H-pyran-2-yl)oxy)prop-1-yn-1-yl)pyridine C(C1=CC=CC=C1)OC1=CC(=NC=C1F)C#CCOC1OCCCC1